6-chloro-N-[4-(3-chloro-4-methoxy-phenoxy)cyclohexyl]pyridazine-3-carboxamide ClC1=CC=C(N=N1)C(=O)NC1CCC(CC1)OC1=CC(=C(C=C1)OC)Cl